(S)-6-(8-(4-methoxyphenyl)-6-azaspiro[3.4]octane-6-carbonyl)pyrazin-2(1H)-one COC1=CC=C(C=C1)[C@@H]1CN(CC12CCC2)C(=O)C2=CN=CC(N2)=O